2-[6-methyl-8-(propan-2-yl)bicyclo[2.2.2]oct-5-en-2-yl]-1,3-dioxane-5-carbaldehyde CC1=CC2CC(C1CC2C(C)C)C2OCC(CO2)C=O